3-((4-(2-Azidopropan-2-yl)-6-chloro-2,7-naphthyridin-1-yl)oxy)-N,N-dimethylcyclobutane-1-carboxamide N(=[N+]=[N-])C(C)(C)C1=CN=C(C2=CN=C(C=C12)Cl)OC1CC(C1)C(=O)N(C)C